5-(aminomethyl)-1-(1,1-dioxothiolan-3-yl)-N,N-dimethyl-pyrazole-3-carboxamide NCC1=CC(=NN1C1CS(CC1)(=O)=O)C(=O)N(C)C